CC([C@H](C)NCC1=CC2=C(C(N(C=C2C(F)(F)F)C2=CC(=CC=C2)C2(CCC2)C2=NN=CN2C)=O)N1)(C)C (S)-2-(((3,3-dimethylbutan-2-yl)amino)methyl)-6-(3-(1-(4-methyl-4H-1,2,4-triazol-3-yl)cyclobutyl)phenyl)-4-(trifluoromethyl)-1,6-dihydro-7H-pyrrolo[2,3-c]pyridin-7-one